tert-butyl 2-[[1-(2,6-dioxo-3-piperidinyl)-3-methyl-2-oxo-benzoimidazol-4-yl] methyl]-2,7-diazaspiro[3.5]nonane-7-carboxylate O=C1NC(CCC1N1C(N(C2=C1C=CC=C2CN2CC1(C2)CCN(CC1)C(=O)OC(C)(C)C)C)=O)=O